N-butyl-N-(1-oxopropyl)butanamide C(CCC)N(C(CCC)=O)C(CC)=O